OC1C(C(C(C(C1=O)=O)O)=O)=O 3,6-dihydroxycyclohexane-1,2,4,5-tetrone